5-amino-3-(4-((5-chloropyridin-2-yl)oxy)phenyl)-1-(piperidin-4-yl)-1H-pyrazole-4-carboxamide NC1=C(C(=NN1C1CCNCC1)C1=CC=C(C=C1)OC1=NC=C(C=C1)Cl)C(=O)N